1,3-dibromo-5-fluoro-benzene BrC1=CC(=CC(=C1)F)Br